C(C)(C)(C)C=1C=CC=2N(C3=CC=CC=C3C2C1)C1=C(C#N)C(=C(C(=C1N1C2=CC=CC=C2C=2C=C(C=CC12)C(C)(C)C)N1C2=CC=CC=C2C=2C=C(C=CC12)C(C)(C)C)C1=NC2=C(N1C1=CC=CC=C1)C=CC=C2)N2C1=CC=CC=C1C=1C=C(C=CC21)C(C)(C)C 2,3,4,6-tetrakis(3-(tert-butyl)-9H-carbazol-9-yl)-5-(1-phenyl-1H-benzo[d]imidazol-2-yl)benzonitrile